2-benzyl-2-azaspiro[3.3]heptan-6-yl (2R,6R)-4-(5-fluoro-1,3-benzoxazol-2-yl)-2,6-dimethylpiperazine-1-carboxylate FC=1C=CC2=C(N=C(O2)N2C[C@H](N([C@@H](C2)C)C(=O)OC2CC3(CN(C3)CC3=CC=CC=C3)C2)C)C1